[Al]1=[Al]C(=CC=C1)C(=O)[O-].[Ca+2].[Al]1=[Al]C(=CC=C1)C(=O)[O-] calcium dialumininate